O1C(=CC=C1)[Si](C=C)(C=C)C=1OC=CC1 di(2-furyl)divinylsilane